C(#N)N1C2CCC(C1)[C@H]2NC(=O)C2=NNC(=C2)C2=C(C=NC=C2)NC2=CC=C(C=C2)F N-((7R)-2-cyano-2-azabicyclo[2.2.1]heptan-7-yl)-5-(3-((4-fluorophenyl)amino)pyridin-4-yl)-1H-pyrazole-3-carboxamide